C(C)(C)(C)C1=NC=CC(=C1)C1CC2(C1)CCN(CC2)C(=O)C2CC1(C2)NC(OC1)=O 2-[2-(2-(Tert-butyl)pyridin-4-yl)-7-azaspiro[3.5]nonane-7-carbonyl]-7-oxa-5-azaspiro[3.4]octan-6-one